BrC1=NC=C(C=C1)C1=CC=CC=C1 2-bromo-5-phenylpyridine